CN(C)C1=CC=C(C=C1)C=O 4-N,N-dimethylaminobenzaldehyde